bis-(4-hydroxyphenyl)2,2-dichloroethylene OC1=CC=C(C=C1)C(=C(Cl)Cl)C1=CC=C(C=C1)O